C(C)NCN1CCCC1 (ethylaminomethyl)pyrrolidin